(2S)-N-(4-(2-Methoxy-1-((S)-2-oxo-4-(trifluoromethyl)imidazolidin-1-yl)ethyl)pyridin-2-yl)-2-(2-(5-methyl-1H-pyrazol-3-yl)acetamido)-2-((1r,4S)-4-methylcyclohexyl)-acetamide COCC(N1C(N[C@@H](C1)C(F)(F)F)=O)C1=CC(=NC=C1)NC([C@H](C1CCC(CC1)C)NC(CC1=NNC(=C1)C)=O)=O